C1(CC1)[C@@H](COCCC(N1CCN(CC1)C1=NC=C(C=N1)C(F)(F)F)=O)NC1=C(C(NN=C1)=O)C(F)(F)F (S)-5-[(1-Cyclopropyl-2-[3-oxo-3-[4-[5-(trifluoromethyl)pyrimidin-2-yl]piperazin-1-yl]propoxy]-ethyl)amino]-4-(trifluoromethyl)pyridazin-3(2H)-one